COC1=C(C(=CC=C1)C)NC1=NC=2N(C(=C1)NC)N=CC2NC(=O)NC 1-(5-((2-methoxy-6-methylphenyl)amino)-7-(methylamino)pyrazolo[1,5-a]pyrimidin-3-yl)-3-methylurea